2-((E)-1-(5-chloropyridin-3-yl) prop-1-en-2-yl)-10-hydroxy-3,7-dimethyl-12-oxooxacyclododec-4-en-6-ylpiperazine-1-carboxylate ClC=1C=C(C=NC1)\C=C(/C)\C1OC(CC(CCC(C(C=CC1C)OC(=O)N1CCNCC1)C)O)=O